FC(C1=C(C=C(C=C1)F)B1OC(C(O1)(C)C)(C)C)F 2-(2-(difluoromethyl)-5-fluorophenyl)-4,4,5,5-tetramethyl-1,3,2-dioxaborolan